F[C@H]1CN(CC1)CCC (R)-1-((R)-3-fluoropyrrolidine-1-yl)propane